ClC(C=1C(=C(C(=S)O)C=CC1C)C)=NO 3-(chloro(hydroxyimino)methyl)-2-methyl-4-methylthiobenzoic acid